FC1=CN=CC2=C1NC=1C=CC(=CC21)C(=O)N 4-fluoro-5H-pyrido[4,3-b]indole-8-carboxamide